N-(2-Chloro-3-{(4S)-2-imino-4-methyl-1-[(2R*,4R*)-2-methyl-tetrahydropyran-4-yl]-6-oxo-hexahydropyrimidin-4-yl}phenyl)-3-(pyrazol-1-yl)benzamide trifluoroacetic acid salt FC(C(=O)O)(F)F.ClC1=C(C=CC=C1[C@]1(NC(N(C(C1)=O)[C@H]1C[C@H](OCC1)C)=N)C)NC(C1=CC(=CC=C1)N1N=CC=C1)=O |o1:21,23|